C12(CC3CC(CC(C1)C3)C2)NC2=NC=3N(C(=C2)C(F)(F)F)N=C(C3)C(=O)O 5-(1-adamantylamino)-7-(trifluoromethyl)pyrazolo[1,5-a]Pyrimidine-2-carboxylic acid